C(C)(=O)NC1CCC(CC1)C1=NC2=CC=C(C=C2C(=C1C(=O)N)NC(C)C)C=1C=NNC1 (1R,4R)-4-acetamidocyclohexyl-4-(isopropylamino)-6-(1H-pyrazol-4-yl)quinoline-3-carboxamide